(3S,4R)-4-((5-chloro-4-(4-isopropylquinolin-6-yl)pyrimidin-2-yl)amino)tetrahydro-2H-pyran-3-ol ClC=1C(=NC(=NC1)N[C@H]1[C@@H](COCC1)O)C=1C=C2C(=CC=NC2=CC1)C(C)C